C(C)(=O)N1CCN(CC1)C1=CC=C(C=C1)N1C(C=2N(CC1C(=O)NC1=C(C=CC=C1C)C)C=C(C(C2O)=O)C(=O)O)=O (4-(4-Acetylpiperazin-1-yl)phenyl)-3-((2,6-dimethylphenyl)aminocarbonyl)-9-hydroxy-1,8-dioxo-1,3,4,8-tetrahydro-2H-pyrido[1,2-a]pyrazine-7-carboxylic acid